(3R)-1-(7-bromo-2-chloro-6,8-difluoro-quinazolin-4-yl)-3-methyl-piperidin-3-ol BrC1=C(C=C2C(=NC(=NC2=C1F)Cl)N1C[C@@](CCC1)(O)C)F